4'-(1,1,1,3,3,3-hexafluoro-2-hydroxypropan-2-yl)-N,N-dimethyl-4-((6-(methylsulfonyl)-2,6-diazaspiro[3.3]heptan-2-yl)methyl)-[1,1'-biphenyl]-2-carboxamide FC(C(C(F)(F)F)(O)C1=CC=C(C=C1)C=1C(=CC(=CC1)CN1CC2(C1)CN(C2)S(=O)(=O)C)C(=O)N(C)C)(F)F